4-((7-chloroimidazo[4,5-c]pyridin-1-yl)methyl)phenylboronic acid ClC=1C2=C(C=NC1)N=CN2CC2=CC=C(C=C2)B(O)O